tert-Butyl 3-(5-(morpholinomethyl)-7-(thiazol-2-yl)benzo[d]oxazol-2-yl)-3,8-diazabicyclo[3.2.1]octane-8-carboxylate O1CCN(CC1)CC=1C=C(C2=C(N=C(O2)N2CC3CCC(C2)N3C(=O)OC(C)(C)C)C1)C=1SC=CN1